DIHYDROCHINOLIN-2-ON N1C(CCC2=CC=CC=C12)=O